O[C@H]1CN(CC1)C1=CC=C2C(C(=CN(C2=C1)C(C)C)CN([C@@H]1CN(CCC1)C(=O)OC(C)(C)C)CC1=CC(=NC=C1)C)=O tert-butyl (3S)-3-[({7-[(3R)-3-hydroxypyrrolidin-1-yl]-4-oxo-1-(propan-2-yl)-1,4-di-hydroquinolin-3-yl}methyl)[(2-methylpyridin-4-yl)methyl]amino]piperidine-1-carboxylate